NC1=C2N=CN(C2=NC=N1)[C@@H]1O[C@@H]([C@@H]2[C@H]1OC(O2)(C)C)C(=O)NCCC#CC2=NC(=C(C=C2)F)\C=N/O (3aS,4S,6R,6aR)-6-(6-amino-9H-purin-9-yl)-N-(4-(5-fluoro-6-((Z)-(hydroxyimino)meth-yl)pyridin-2-yl)but-3-yn-1-yl)-2,2-dimethyltetrahydrofuro[3,4-d][1,3]dioxole-4-carboxamide